C[O-].C[O-].C[O-].[OH-].[Zr+4] zirconium (IV) monohydroxide trimethoxide